3,5-di(adamantan-1-yl)catechol methyl-5-(bromo-methyl)-4-methoxypicolinate CC=1C(=NC=C(C1OC)CBr)C(=O)O.C12(CC3CC(CC(C1)C3)C2)C2=C(C(O)=CC(=C2)C23CC1CC(CC(C2)C1)C3)O